FC1=CC(=C(C=C1)C1=CC=C(C=C1)F)[N+](=O)[O-] 4-fluoro-2-nitro-4'-fluorobiphenyl